NC1=NC=NC=2N1C(=CC2[C@@H]2CN(CC2)C(C=C)=O)C#CC2=CC(=CC(=C2)OC)OC (R)-1-(3-(4-amino-6-((3,5-dimethoxyphenyl)ethynyl)pyrrolo[1,2-a][1,3,5]triazin-8-yl)pyrrolidin-1-yl)prop-2-en-1-one